(E)-N-hydroxy-3-(2-(4-(pyrazin-2-yl)piperazine-1-carbonyl)phenyl)acrylamide ONC(\C=C\C1=C(C=CC=C1)C(=O)N1CCN(CC1)C1=NC=CN=C1)=O